FC(CN1C(C2=CC=CC=C2C1=O)=O)F 2-(2,2-difluoroethyl)-1H-isoindole-1,3(2H)-dione